(S)-(3-([1,1'-biphenyl]-3-ylethynyl)-1H-indazol-5-yl)(3-(dimethylamino)pyrrolidin-1-yl)methanone C1(=CC(=CC=C1)C#CC1=NNC2=CC=C(C=C12)C(=O)N1C[C@H](CC1)N(C)C)C1=CC=CC=C1